tert-butyl (S)-2-(4-(1-fluorocyclopropyl)-3-methylphenyl)-4-methyl-3-(2-carbonyl-2,3-dihydro-1H-imidazol-1-yl)-2,4,6,7-tetrahydro-5H-pyrazolo[4,3-c]pyridine-5-carboxylate FC1(CC1)C1=C(C=C(C=C1)N1N=C2C([C@@H](N(CC2)C(=O)OC(C)(C)C)C)=C1N1C(NC=C1)=C=O)C